N2-(3,5-Bis(trifluoromethyl)phenyl)-N6-(pyridin-3-ylmethyl)pyridine-2,6-dicarboxamide FC(C=1C=C(C=C(C1)C(F)(F)F)NC(=O)C1=NC(=CC=C1)C(=O)NCC=1C=NC=CC1)(F)F